(R)-α-acetyl-γ-butanoic acid C(C)(=O)[C@H](C)CC(=O)O